OC(CNC(=O)C1=C(C(=C(C=C1I)I)C(=O)NCC(CO)O)I)CO N,N'-bis(2,3-dihydroxypropyl)-2,4,6-triiodo-benzene-1,3-dicarboxamide